COC(C(C(C(=O)OC)O)O)=O 2,3-dihydroxysuccinic acid dimethyl ester